FC=1C=C(C=C(C1)F)N1C(OC(C1)(C(=O)OC)C)=O methyl 3-(3,5-difluorophenyl)-5-methyl-2-oxo-1,3-oxazolidine-5-carboxylate